NCC1CCC(CC1)N1C2=NC(=NC=C2N=C1NC1=CC(=CC=C1)Cl)NC 9-((1s,4s)-4-(aminomethyl)cyclohexyl)-N8-(3-chlorophenyl)-N2-methyl-9H-purine-2,8-diamine